CC1=C(OC2=C1C=C(C=C2)S(NCCC2=CC(=CC=C2)C=2SC=CC2)(=O)=O)C(=O)[O-] 3-Methyl-5-(N-(3-(thiophen-2-yl)phenylethyl)sulfamoyl)benzofuran-2-carboxylate